C(C)(=O)NC=1C=C(OC2=C(C=C(C=C2C)NC(CCN2C=NC=C2)=O)C)C=C(C1)C=1C(=NOC1C)C N-(4-(3-acetamido-5-(3,5-dimethylisoxazol-4-yl)phenoxy)-3,5-dimethylphenyl)-3-(1H-imidazol-1-yl)propanamide